BrC=1C=CC(=NC1OCC1CC1)C(C)(C)O 2-(5-bromo-6-(cyclopropylmethoxy)pyridin-2-yl)propan-2-ol